N1C=CC2=CC(=CC=C12)N1N=C(C(=C1C)C(=O)N[C@@H](C(C)C)C(=O)N[C@H](CCC(=O)OCC)C(=O)OCC)C diethyl (1-(1H-indol-5-yl)-3,5-dimethyl-1H-pyrazole-4-carbonyl)-L-valyl-D-glutamate